C(C)(C)(C)N(C(=O)OCCCNC1=C(C=C(C=C1)C)[N+](=O)[O-])[C@@H](CC1=CC2=C(OCO2)C=C1)C 3-(4-methyl-2-nitroanilino)propan-1-ol tert-butyl-(R)-(1-(benzo[d][1,3]dioxol-5-yl)propan-2-yl)carbamate